8-chloro-3-(4-(difluoromethoxy)-3-fluorophenyl)imidazo[1,2-a]pyrazine ClC=1C=2N(C=CN1)C(=CN2)C2=CC(=C(C=C2)OC(F)F)F